ClC1=CC2=C(N(C(N=C2N2[C@H](CN(CC2)C(=O)OC(C)(C)C)C)=O)C=2C(=NC=CC2C)C(C)C)N=C1C1=C(C=CC=C1)F tert-Butyl (P)-(S)-4-(6-chloro-7-(2-fluorophenyl)-1-(2-isopropyl-4-methylpyridin-3-yl)-2-oxo-1,2-dihydropyrido[2,3-d]pyrimidin-4-yl)-3-methylpiperazine-1-carboxylate